C(CCCCCC)(=O)[O-] heptanoic acid anion